N1=CC=CC2=CC(=CC=C12)C1=C(C(=O)O)C=CC=C1 quinolin-6-yl-benzoic acid